5-((2-(4-methyl-1,2,5-oxadiazol-3-yl)-3H-imidazo[4,5-b]pyridin-3-yl)methyl)pyrimidine-2-carbonitrile CC=1C(=NON1)C1=NC=2C(=NC=CC2)N1CC=1C=NC(=NC1)C#N